4-amino-N-[6-tert-butyl-1-(2,4,6-trimethylphenyl)pyrazolo[3,4-b]pyridin-3-yl]benzenesulfonamide NC1=CC=C(C=C1)S(=O)(=O)NC1=NN(C2=NC(=CC=C21)C(C)(C)C)C2=C(C=C(C=C2C)C)C